(1-(5-methoxy-1-(4-(trifluoromethyl)phenyl)-1H-pyrazolo[3,4-b]pyridin-3-yl)pyrrolidin-3-yl)acrylamide COC=1C=C2C(=NC1)N(N=C2N2CC(CC2)C(C(=O)N)=C)C2=CC=C(C=C2)C(F)(F)F